C(C1=CC=CC=C1)(=O)C=1C(=C(C(=O)P(OCC)(=O)C2=CC=CC=C2)C(=CC1C)C)C ethyl (3-benzoyl-2,4,6-trimethylbenzoyl)-phenylphosphinate